methyleneisobenzofuran C=C1OCC2=CC=CC=C12